Cl.N(=[N+]=[N-])CCOC1=CC=C(C=C1)C[C@@H](COCC)N1C=NC=2C(=NC=3C=CC=CC3C21)N (S)-1-(1-(4-(2-azidoethoxy)phenyl)-3-ethoxyprop-2-yl)-1H-imidazo[4,5-c]quinolin-4-amine hydrochloride